C1(=CC=CC=C1)C1(CN(CC1)C(=O)OC(C)(C)C)N1N=CC(=C1)C1=CC=C(C=C1)OC(F)(F)F tert-butyl 3-phenyl-3-[4-[4-(trifluoromethoxy)phenyl]pyrazol-1-yl]pyrrolidine-1-carboxylate